5-(3-Isopropyl-5-((1-isopropylpiperidin-4-yl)methoxy)-1H-indol-2-yl)-1,3-dimethylpyridin-2(1H)-on C(C)(C)C1=C(NC2=CC=C(C=C12)OCC1CCN(CC1)C(C)C)C=1C=C(C(N(C1)C)=O)C